1-(3,5-difluorophenyl)-3-(isoquinolin-4-yl)-2-oxoimidazolidine-4-carbonitrile FC=1C=C(C=C(C1)F)N1C(N(C(C1)C#N)C1=CN=CC2=CC=CC=C12)=O